6-N-[(1-aminocyclopropyl)methyl]-4-N-[4-(difluoromethyl)phenyl]-1-methylpyrazolo[3,4-d]pyrimidine-4,6-diamine NC1(CC1)CNC1=NC(=C2C(=N1)N(N=C2)C)NC2=CC=C(C=C2)C(F)F